3-(methylphosphino)acrylic acid CPC=CC(=O)O